9-decenyl-butyl-dichlorosilane methyl-(1r,4r)-4-(5-oxo-4,5-dihydro-1,2,4-thiadiazol-3-yl)cyclohexane-1-carboxylate COC(=O)C1CCC(CC1)C1=NSC(N1)=O.C(CCCCCCCC=C)[Si](Cl)(Cl)CCCC